ClC1=C2C(=C(N=N1)C1=CC=CC=C1)SC=C2 4-chloro-7-phenylthieno[2,3-d]Pyridazine